COC1=C(C=CC=C1)NC1=CC2=C(NC(=N2)CSC2=CC(=NC=C2)C(F)(F)F)C=C1 N-(2-Methoxyphenyl)-2-(((2-(trifluoromethyl)pyridin-4-yl)thio)methyl)-1H-benzo[d]imidazol-5-amine